OC1=C(C=CC=C1)C1=CC2=C(N=N1)NCC1(N2)CCN(CC1)C(C=C)=O 1-(3'-(2-hydroxyphenyl)-7',8'-dihydro-5'H-spiro[piperidine-4,6'-pyrazino[2,3-c]pyridazin]-1-yl)prop-2-en-1-one